9-chloro-1-methyl-6,7-dihydro-5H-benzo[c][1,2,3]triazolo[1,5-a]azepin-7-ol ClC1=CC2=C(C=3N(CCC2O)N=NC3C)C=C1